OCC(C)(C)NC1=NC(=C(C(=O)NC2=CC(=CC=C2)S(=O)(=O)C2(CCC2)C)C=C1)N1CCC2(CC2)CC1 6-((1-hydroxy-2-methylpropan-2-yl)amino)-N-(3-((1-methylcyclobutyl)sulfonyl)phenyl)-2-(6-azaspiro[2.5]octan-6-yl)nicotinamide